N-(4-(2-aminopyrimidin-4-yl)-2-methylbenzyl)-5,6,7,8-tetrahydro-4H-pyrazolo[1,5-a][1,4]diazepin-2-carboxamide NC1=NC=CC(=N1)C1=CC(=C(CNC(=O)C2=NN3C(CNCCC3)=C2)C=C1)C